(E)-3-hydroxy-6-(2-morpholinoethoxy)pyridineformaldoxime OC=1C(=NC(=CC1)OCCN1CCOCC1)\C=N\O